C(C1=CC=CC=C1)OC1=NC(=CC=C1C1=CC2=C(C=CC3(CCN(CC3)C(=O)OC(C)(C)C)O2)C=C1)OCC1=CC=CC=C1 tert-butyl 7-(2,6-bis(benzyloxy)pyridin-3-yl)spiro[benzopyran-2,4'-piperidine]-1'-carboxylate